(R)-3-(4-fluorophenyl)-4-phenyl-N'-(pyridin-3-ylsulfonyl)-N-(2-sulfamoylethyl)-4,5-dihydro-1H-pyrazole-1-carboximidamide FC1=CC=C(C=C1)C1=NN(C[C@H]1C1=CC=CC=C1)C(NCCS(N)(=O)=O)=NS(=O)(=O)C=1C=NC=CC1